COC1=CC2=C(C=C1)NC(=C2)C(=O)O The molecule is an indolecarboxylic acid that is indole-2-carboxylic acid carrying an additional methoxy substituent at position 5. It has a role as a plant metabolite, a hypoglycemic agent and an EC 1.8.1.4 (dihydrolipoyl dehydrogenase) inhibitor. It is an indolecarboxylic acid and an aromatic ether.